NCC1=CC=C(C=C1)COC1=C(C(=NN1)C1C(N(CCC1)S(=O)(=O)N1CCCC1)=O)OC 3-(5-{[4-(aminomethyl)phenyl]methoxy}-4-methoxy-1H-pyrazol-3-yl)-1-(pyrrolidine-1-sulfonyl)piperidin-2-one